NC1=NC=CC=C1C(C)N1CCOC2=NC(=C(C=3N=C(N=C1C23)SC)F)C2=NC(=CC3=CC=CC=C23)N 1-(10-(1-(2-aminopyridin-3-yl)ethyl)-4-fluoro-2-(methylthio)-9,10-dihydro-8H-7-oxa-1,3,6,10-tetraazacyclohepta[de]naphthalen-5-yl)isoquinolin-3-amine